6-(2,6-dichloro-4-(2H-tetrazol-5-yl)phenoxy)-4-isopropylpyridazin-3(2H)-one ClC1=C(OC=2C=C(C(NN2)=O)C(C)C)C(=CC(=C1)C=1N=NNN1)Cl